4-methoxyfuro[2,3-B]quinolin-8-ol COC1=C2C(=NC3=C(C=CC=C13)O)OC=C2